(R)-1-((8-(3'-(1,5-Dimethyl-4,5,6,7-tetrahydro-1H-imidazo[4,5-c]pyridin-2-carboxamido)-2,2'-dimethylbiphenyl-3-ylamino)-1,7-naphthyridin-3-yl)methyl)pyrrolidin CN1C(=NC=2CN(CCC21)C)C(=O)NC=2C(=C(C=CC2)C2=C(C(=CC=C2)NC=2N=CC=C1C=C(C=NC21)CN2CCCC2)C)C